2,6-dibromo-4-methoxyphenol BrC1=C(C(=CC(=C1)OC)Br)O